4-HYDROXYPHTHALALDEHYDE OC=1C=C(C(C=O)=CC1)C=O